4-(benzylthio)-2,3,5,6-tetramethylphenyl 4-(benzyloxy)-2,3,6-trimethylbenzoate C(C1=CC=CC=C1)OC1=C(C(=C(C(=O)OC2=C(C(=C(C(=C2C)C)SCC2=CC=CC=C2)C)C)C(=C1)C)C)C